3-(Azepan-1-yl)-5-methyl-N-(3-(S-methylsulfonimidoyl)phenyl)-6-(3-methylthiophen-2-yl)pyridazine-4-carboxamide N1(CCCCCC1)C=1N=NC(=C(C1C(=O)NC1=CC(=CC=C1)S(=O)(=N)C)C)C=1SC=CC1C